3-hydroxy-1-(4-methylbenzyl)-3-(2-oxo-2-(p-tolyl)ethyl)indol-2-one OC1(C(N(C2=CC=CC=C12)CC1=CC=C(C=C1)C)=O)CC(C1=CC=C(C=C1)C)=O